N-(3-chloro-4-(7-fluoro-1,3,4,5-tetrahydro-2H-benzo[c]azepin-2-yl)-2,6-dimethylphenyl)-3,3-dimethylbutanamide ClC=1C(=C(C(=CC1N1CC2=C(CCC1)C=C(C=C2)F)C)NC(CC(C)(C)C)=O)C